C(C)OC(CC1CCN(CC1)C1=C(C=C(C=C1F)C#N)F)=O [1-(4-cyano-2,6-difluoro-phenyl)-piperidin-4-yl]-acetic Acid Ethyl Ester